NC1=C2N=C(N(C2=NC(=N1)F)CC=1C=C(CCOC2=NC=C(C(=O)[O-])C=C2)C=CC1)Br 6-(3-((6-amino-8-bromo-2-fluoro-9H-purin-9-yl)methyl)phenethoxy)nicotinate